(S)-2-benzyloxycarbonylamino-3-tert-butoxycarbonylamino-propionic acid 2-(2-allyloxy-4-methoxycarbonylamino-phenyl)-2-oxo-ethyl ester C(C=C)OC1=C(C=CC(=C1)NC(=O)OC)C(COC([C@H](CNC(=O)OC(C)(C)C)NC(=O)OCC1=CC=CC=C1)=O)=O